ClC=1C=C(C(=O)O)C=C(C1)C=S(=O)=O 3-chloro-5-(sulfonylmethyl)-benzoic acid